6-(4-methyl-1-(tetrahydro-2H-pyran-2-yl)-1H-pyrazol-3-yl)benzo[d]thiazol-2-amine CC=1C(=NN(C1)C1OCCCC1)C1=CC2=C(N=C(S2)N)C=C1